N-(1,1-dimethoxyhexane-2-yl)-4-(5-methyl-3-phenylisoxazol-4-yl)benzenesulfonamide COC(C(CCCC)NS(=O)(=O)C1=CC=C(C=C1)C=1C(=NOC1C)C1=CC=CC=C1)OC